N'-Hydroxy-5-((5-(6-(trifluoromethyl)pyridazin-3-yl)oxazol-2-yl)amino)picolinimidamide ON=C(C1=NC=C(C=C1)NC=1OC(=CN1)C=1N=NC(=CC1)C(F)(F)F)N